C(C)C=1C=CC(=C(C1)O)C1=C2C(=C(N=N1)NC1CC(CCC1)O)C=NC=C2 5-ethyl-2-[4-[[3-hydroxycyclohexyl]amino]pyrido[3,4-d]pyridazin-1-yl]phenol